C(C=C)(=O)N1CCC2C1CN(CC2)C2=C1C(=C(NC1=C(C(=C2F)F)C(=O)N)C)Cl 4-(1-acryloyloctahydro-6H-pyrrolo[2,3-c]pyridin-6-yl)-3-chloro-5,6-difluoro-2-methyl-1H-indole-7-carboxamide